C(#N)C1=CC(=C(C=N1)C(=O)OCC1=CC=CC=C1)N1CCOC2(CC2)C1 benzyl 6-cyano-4-[4-oxa-7-azaspiro[2.5]octan-7-yl]pyridine-3-carboxylate